FC=1C=C(C=CC1OC)[C@@H](CC(=O)O)C=1N=C(SC1)CCCC1=NC=2NCCCC2C=C1 (R)-3-(3-fluoro-4-methoxyphenyl)-3-(2-(3-(5,6,7,8-tetrahydro-1,8-naphthyridin-2-yl)propyl)thiazol-4-yl)propionic acid